CC=1C=C(C=C(C1)C)NC1C(C(NC2=CC(=C(C=C12)C)C)=O)(C)C 4-((3,5-Dimethylphenyl)amino)-3,3,6,7-tetramethyl-3,4-dihydroquinolin-2(1H)-one